Cl.Cl.ClC1=C(C=C(C=2C(=C3N(C12)CCNC3)C=3C=NNC3)N)Cl 6,7-Dichloro-10-(1H-pyrazol-4-yl)-1,2,3,4-tetrahydropyrazino[1,2-a]indol-9-amine hydrochloride HCl